ClC1=NN=C(C=2CCCCC12)Cl 1,4-dichloro-5,6,7,8-tetrahydro-phthalazine